N1CCC(CC1)NC1=NC=CC=C1N N-(piperidine-4-yl)pyridine-2,3-diamine